COC(C(CNC(=O)OC(C)(C)C)C1=CC=C(C=C1)CO[Si](C(C)C)(C(C)C)C(C)C)=O methyl-3-((tert-butoxycarbonyl)amino)-2-(4-(((triisopropylsilyl)oxy)methyl)phenyl)propanoate